[Si](C)(C)(C(C)(C)C)OC(CC=C)C1=NN(C(=C1)C(=O)OCC)COCC[Si](C)(C)C ethyl 3-(1-((tert-butyldimethylsilyl)oxy)but-3-en-1-yl)-1-((2-(trimethylsilyl)ethoxy)methyl)-1H-pyrazole-5-carboxylate